methyl-3,4-dihydro-2,7-naphthyridin-1(2H)-one CN1C(C2=CN=CC=C2CC1)=O